(4aR,8aS)-6-[3-[1-(2,4-dichlorophenyl)imidazol-4-yl]azetidine-1-carbonyl]-4,4a,5,7,8,8a-hexahydropyrido[4,3-b][1,4]oxazin-3-one ClC1=C(C=CC(=C1)Cl)N1C=NC(=C1)C1CN(C1)C(=O)N1C[C@@H]2[C@@H](OCC(N2)=O)CC1